COC1=C2C(NC(=NC2=CC(=C1)OC)C1=CC=C(C=C1)N1CCN(CC1)CC1=CC=C(C=C1)NC1C(NC(CC1)=O)=O)=O 3-((4-((4-(4-(5,7-dimethoxy-4-oxo-3,4-dihydroquinazolin-2-yl)phenyl)piperazin-1-yl)methyl)phenyl)amino)piperidine-2,6-dione